FC(CCCCCCCOC(C(F)(F)F)(C(F)(F)F)F)I fluoro-1-iodo-8-((perfluoroprop-2-yl)oxy)octane